C(C)(C)C1=C(C=CC=C1)N1C(SCC1=O)=NN=CC1=CC=C(C=C1)N1N=C(C2=C1CCOC2)C(=O)O 1-[4-[[[3-(2-Isopropylphenyl)-4-oxo-thiazolidin-2-ylidene]hydrazono]methyl]phenyl]-6,7-dihydro-4H-pyrano[4,3-c]pyrazole-3-carboxylic acid